[Si](C1=CC=CC=C1)(C1=CC=CC=C1)(C(C)(C)C)OCCC(=O)O 3-((tert-butyldiphenylsilyl)oxy)propanoic acid